C[C@H]1N(CCOC1)C1=NC2=C(N=CC=C2C(=C1)OCCCCNC(OC(C)(C)C)=O)C1=CC=NN1C1OCCCC1 Tert-butyl [4-({2-[(3R)-3-methylmorpholin-4-yl]-8-[1-(tetrahydro-2H-pyran-2-yl)-1H-pyrazol-5-yl]-1,7-naphthyridin-4-yl}oxy)butyl]carbamate